methylsulfonyl-N-(2,2,2-trifluoroethyl)azetidin-3-carboxamide CS(=O)(=O)N1CC(C1)C(=O)NCC(F)(F)F